COCOC1=C(OC=2C3=C(C=CC2C1=O)OC(O3)(C3=CC=CC=C3)C3=CC=CC=C3)C3=CC=C(C=C3)CCCN(C(=N)NOC(C)(C)C)OC(C)(C)C 1-(3-(4-(7-(Methoxymethoxy)-6-oxo-2,2-diphenyl-6H-[1,3]dioxolo[4,5-h]chromen-8-yl)phenyl)propyl)-1,3-bis-tert-butyloxyguanidine